tert-butyl (R)-7-ethyl-2-methyl-2,7,8,10-tetrahydro-9H-[1,4]oxazepino[7,6-g]indazole-9-carboxylate C(C)[C@H]1OC=2C=CC3=CN(N=C3C2CN(C1)C(=O)OC(C)(C)C)C